CC1=CC=C(C=C1)C=1C(=CC=CC1)C(=O)O 4'-methyl-2-biphenyl-carboxylic acid